5-p-glycidoxyphenyl-1,4-pentadien-3-one C(C1CO1)OC1=CC=C(C=C1)C=CC(C=C)=O